C(#N)C1CN(C1)S(=O)(=O)N1C[C@H](CCC1)C(=O)N1[C@H](CCC1)C(=O)N(CC1=CC=C(C=C1)C(F)(F)F)C 1-(((3S)-1-((3-cyano-1-azetidinyl)sulfonyl)-3-piperidinyl)carbonyl)-N-methyl-N-(4-(trifluoromethyl)benzyl)-D-prolinamide